O1CCCOC2=C1C=CC(=C2)CCC(=O)O 3-(3,4-dihydro-2H-1,5-benzodioxepin-7-yl)propionic acid